6-(6-chloro-1H-indole-2-carbonyl)-6-azaspiro[3.4]octane-7-carboxamide ClC1=CC=C2C=C(NC2=C1)C(=O)N1CC2(CCC2)CC1C(=O)N